ClC1=C(C=C(C=C1N1C[C@H](N(CC1)S(=O)(=O)C)C)C#N)NC1=NC=2N(C(=N1)NC1CC1)N=CC2C#N 2-({2-Chloro-5-cyano-3-[(3R)-4-methanesulfonyl-3-methylpiperazin-1-yl]phenyl}amino)-4-(cyclopropylamino)pyrazolo[1,5-a][1,3,5]triazine-8-carbonitrile